FC=1C=C(C=C2C(=CC=NC12)N1C[C@@H](CCC1)NC(OC(C)(C)C)=O)C1=CN(C2=NC=C(C=C21)C(NCC=2C=NC=NC2)=O)S(=O)(=O)C2=CC=C(C=C2)C tert-Butyl N-[(3R)-1-{8-fluoro-6-[1-(4-methylbenzenesulfonyl)-5-[(pyrimidin-5-ylmethyl)carbamoyl]-1H-pyrrolo[2,3-b]pyridin-3-yl]quinolin-4-yl}piperidin-3-yl]carbamate